2-(4-(2,6-diphenylimidazo[1,2-a]pyridin-8-yl)phenyl)ethene-1-sulfonamide C1(=CC=CC=C1)C=1N=C2N(C=C(C=C2C2=CC=C(C=C2)C=CS(=O)(=O)N)C2=CC=CC=C2)C1